4-(2-amino-4-chlorophenyl)-6-fluoro-N-methyl-2-(2-methylpyrimidin-5-yloxy)-9H-pyrimido[4,5-b]indol-8-amine NC1=C(C=CC(=C1)Cl)C1=NC(=NC=2NC3=C(C=C(C=C3C21)F)NC)OC=2C=NC(=NC2)C